6-(difluoromethyl)-2-methyl-2H-pyrazolo[3,4-d]pyrimidine-4-thiol FC(C=1N=C(C=2C(N1)=NN(C2)C)S)F